1-Methyl-N-{4-[3-(4-methylphenyl)-1,2,4-oxadiazol-5-yl]phenyl}-5-oxopyrrolidine-3-carboxamide CN1CC(CC1=O)C(=O)NC1=CC=C(C=C1)C1=NC(=NO1)C1=CC=C(C=C1)C